C(N)(=O)C1=NN(C=C1NC1=CC=C(C=C1)C1=C(C=[N+](C=C1)[O-])C)C1=C(C=CC=C1Cl)Cl 4-(4-((3-carbamoyl-1-(2,6-dichlorophenyl)-1H-pyrazol-4-yl)amino)phenyl)-3-methylpyridine-1-oxide